S1C=CC=CC2=C1C=CC=C2 5-benzothiepin